C(CCC)N1CC(N(C(C1)C=C)C(C)(C)C1=CC=CC=C1)C=C butyl-4-(2-phenylpropan-2-yl)-3,5-divinylpiperazine